2-[[6-Amino-3,5-dicyano-4-[4-(cyclopropylmethoxy)phenyl]-2-pyridinyl]thio]-acetamide NC1=C(C(=C(C(=N1)SCC(=O)N)C#N)C1=CC=C(C=C1)OCC1CC1)C#N